NOCC(=O)NCCC1=CC=C(C(=O)N)C=C1 4-(2-(2-(aminooxy)acetamido)ethyl)benzamide